(+)-2-(((3-((1-(4-chlorophenyl)-2-oxo-2-(6'-(trifluoromethoxy)spiro[cyclopropane-1,3'-indolin]-1'-yl)ethyl)amino)-5-methoxybenzylidene)amino)oxy)-2-methylpropanoic acid ClC1=CC=C(C=C1)C(C(N1CC2(C3=CC=C(C=C13)OC(F)(F)F)CC2)=O)NC=2C=C(C=NOC(C(=O)O)(C)C)C=C(C2)OC